N-[2-(4-chloro-phenoxy)-propoxy]acetamide ClC1=CC=C(OC(CONC(C)=O)C)C=C1